2-(methoxymethoxy)-4-(trifluoromethyl)benzoic acid COCOC1=C(C(=O)O)C=CC(=C1)C(F)(F)F